C(CCCCCCCCCCCCCCCCC)NC(CCCCCCCCCCC(CCCCCC)O)=O N-stearyl-12-hydroxystearic amide